tert-butyl (1R,2S,3R,5R)-3-((6-(4-(1H-imidazol-1-yl)-2-(methoxymethoxy)phenyl)pyridazin-3-yl)(methyl)amino)-2-fluoro-8-azabicyclo[3.2.1]octane-8-carboxylate N1(C=NC=C1)C1=CC(=C(C=C1)C1=CC=C(N=N1)N([C@H]1[C@@H]([C@H]2CC[C@H](C1)N2C(=O)OC(C)(C)C)F)C)OCOC